C1(=CC=CC=C1)C(C1=CC=CC=C1)=NC(C(=O)OC(C)(C)C)CC1(CC1)F tert-butyl 2-((diphenylmethylene)amino)-3-(1-fluorocyclopropyl)propanoate